N-(5-cyano-6-(2H-1,2,3-triazol-2-yl)pyridin-3-yl)-1-(1,5-naphthyridin-4-yl)-5-(trifluoromethyl)-1H-pyrazole-4-carboxamide C(#N)C=1C=C(C=NC1N1N=CC=N1)NC(=O)C=1C=NN(C1C(F)(F)F)C1=CC=NC2=CC=CN=C12